5,6-difluoro-1,3-dihydro-2-benzofuran-1,3-dione FC1=CC2=C(C(OC2=O)=O)C=C1F